1,8-diisocyanatonaphthalene N(=C=O)C1=CC=CC2=CC=CC(=C12)N=C=O